P(=O)(OC1=CC=C(C=C1)C1=CC(=CC(=C1N)C(N)=O)C1=CC=C(C=C1)Cl)(O)O 6'-amino-5'-carbamoyl-4''-chloro-[1,1':3',1''-terphenyl]-4-yl Dihydrogen Phosphate